2-(4-chlorophenyl)-2-((thiophen-3-ylseleno)methyl)-2,3-dihydrobenzofuran ClC1=CC=C(C=C1)C1(OC2=C(C1)C=CC=C2)C[Se]C2=CSC=C2